N-((1R,3s,5S)-8-(isothiazol-5-ylmethyl)-8-azabicyclo[3.2.1]octan-3-yl)-1H-indole-6-carboxamide S1N=CC=C1CN1[C@H]2CC(C[C@@H]1CC2)NC(=O)C2=CC=C1C=CNC1=C2